C(CCCCCCC\C=C/CCCCCC)(=O)OCCCCCCCCCCCCCCCCCCCCCCCCCCCCCCCCCCO 34-hydroxytetratriacontyl palmitoleate